C(C1=CC=CC=C1)N1C(=NN=C1)C(=O)NC1C(N(C=2N(CC1)N=C(C2)C2CC2)C)=O benzyl-N-(2-cyclopropyl-4-methyl-5-oxo-5,6,7,8-tetrahydro-4H-pyrazolo[1,5-a][1,3]diazepin-6-yl)-4H-1,2,4-triazole-3-carboxamide